1-nonadecanesulfonic acid C(CCCCCCCCCCCCCCCCCC)S(=O)(=O)O